9-(4-(5-chloro-3-methyl-1H-pyrazol-1-yl)benzyl)-2-(2-isopropylpyridin-3-yl)-7,9-dihydro-8H-purin-8-one ClC1=CC(=NN1C1=CC=C(CN2C3=NC(=NC=C3NC2=O)C=2C(=NC=CC2)C(C)C)C=C1)C